2,5-dimethyl-pyrazinium CC1=[NH+]C=C(N=C1)C